1-(4-(3-(5-(trifluoromethyl)picolinoyl)pyridin-2-yl)piperazin-1-yl)prop-2-en-1-one FC(C=1C=CC(=NC1)C(=O)C=1C(=NC=CC1)N1CCN(CC1)C(C=C)=O)(F)F